cyclohex-2-en-1,4-dione C1(C=CC(CC1)=O)=O